FC12C(OC(O1)=C(F)F)(C(OC2(F)F)(F)F)F Perfluorotetrahydro-2-methylene-furo[3,4-d][1,3]-dioxolane